5-(1,1-difluoroethyl)-3-nitrobenzene FC(C)(F)C=1C=C(C=CC1)[N+](=O)[O-]